CN(\C=N\C1=NC(SS1)=S)C (E)-N,N-dimethyl-N'-(3-thioxo-3H-1,2,4-dithiazol-5-yl)formimidamide